Tert-butyl-dimethyl-(4-piperidylmethoxy)silane C(C)(C)(C)[Si](OCC1CCNCC1)(C)C